FC=1C=C(C=C(C1)F)C1CC=NN1C(=O)C12CC(C1)(C2)COC2=NC=C(C=N2)C#N 2-((3-(5-(3,5-difluorophenyl)-4,5-dihydro-1H-pyrazole-1-carbonyl)bicyclo[1.1.1]pentan-1-yl)methoxy)pyrimidine-5-carbonitrile